COC=1C=C(C=CC1)C1=CC(=NC=N1)N 6-(3-methoxyphenyl)pyrimidin-4-amine